COC1=C(C(=O)N)C=CC=C1[N+](=O)[O-] methoxy-3-nitrobenzamide